C(O)O methylol alcohol